tert-butyl (S)-(1-cyclohexyl-2-((4-(2-(difluoromethyl)-4-methylpyridin-3-yl)phenyl)amino)-2-oxoethyl)carbamate C1(CCCCC1)[C@@H](C(=O)NC1=CC=C(C=C1)C=1C(=NC=CC1C)C(F)F)NC(OC(C)(C)C)=O